4,6-difluorodibenzothiophene FC1=CC=CC2=C1SC1=C2C=CC=C1F